benzyloxy-2'-hydroxyacetophenone C(C1=CC=CC=C1)OCC(=O)C1=C(C=CC=C1)O